4-[5-(3-Chloro-1H-1,2,4-triazol-1-yl)-3-ethyl-4-hydroxy-6-oxopyridazin-1(6H)-yl]-3,5-dimethylbenzaldehyde ClC1=NN(C=N1)C1=C(C(=NN(C1=O)C1=C(C=C(C=O)C=C1C)C)CC)O